CC(C)C1=C(C=CC=C1)C1=NC=C(C(=N1)NCC1=CC=C(C=C1)N1N=CC=C1)N 2-[2-(propan-2-yl)phenyl]-4-N-[[4-(1H-pyrazol-1-yl)phenyl]methyl]pyrimidine-4,5-diamine